FC1=NNC2=CC=C(C=C12)C#CC1=NC(=NC=C1)C1=NC(=NC=C1)NCC=1C(=NC=CC1)F ((3-fluoro-1H-indazol-5-yl)ethynyl)-N-((2-fluoropyridin-3-yl)methyl)-[2,4'-bipyrimidin]-2'-amine